C=C(C(=O)OCC(=O)O)CC(=O)O[C@@H](C)CCCCCC (S)-2-((2-methylene-4-(octan-2-yloxy)-4-oxobutanoyl)oxy)acetic acid